NC1=C2N=CN(C2=NC(=N1)F)[C@H]1C[C@@H]([C@@](O1)(C#C)CO[P@@](=O)(OC1=CC=CC=C1)N[C@@H](C)C(=O)OCCCCCCCCCCCCCCCCCCCCCC)O Docosyl ((R)-(((2R,3S,5R)-5-(6-amino-2-fluoro-9H-purin-9-yl)-2-ethynyl-3-hydroxytetrahydrofuran-2-yl) methoxy)(phenoxy)phosphoryl)-L-alaninate